Methyl 5-carbamoyl-2-(2-(4-chlorophenyl)butanamido)-4-methylthiophene-3-carboxylate C(N)(=O)C1=C(C(=C(S1)NC(C(CC)C1=CC=C(C=C1)Cl)=O)C(=O)OC)C